4-tert-butylcyclohexyl α-allyloxymethylacrylate C(C=C)OCC(C(=O)OC1CCC(CC1)C(C)(C)C)=C